1-(1H-indol-6-yl)-3-(3-oxo-4-((3-phenyl-1,2,4-oxadiazol-5-yl)methyl)-3,4-dihydro-2H-benzo[b][1,4]oxazin-7-yl)urea N1C=CC2=CC=C(C=C12)NC(=O)NC=1C=CC2=C(OCC(N2CC2=NC(=NO2)C2=CC=CC=C2)=O)C1